1-(6-aminopyrazin-2-yl)ethan-1-one NC1=CN=CC(=N1)C(C)=O